tert-butyl (1R,3S,4S)-3-(3-(1-(4-fluoro-2-(4-isopropylthiazol-5-yl)phenyl)-1H-pyrrolo[2,3-c]pyridine-3-carbonyl)azetidine-1-carbonyl)-2-azabicyclo[2.2.1]heptane-2-carboxylate FC1=CC(=C(C=C1)N1C=C(C=2C1=CN=CC2)C(=O)C2CN(C2)C(=O)[C@H]2N([C@@H]1CC[C@H]2C1)C(=O)OC(C)(C)C)C1=C(N=CS1)C(C)C